C(N)(=O)[C@H]1N(C[C@]2(C1)C(NCCC2)=O)C([C@H](CC(C)C)N(C(OC(C)(C)C)=O)C)=O tert-butyl ((S)-1-((3S,5S)-3-carbamoyl-6-oxo-2,7-diazaspiro[4.5]decan-2-yl)-4-methyl-1-oxopentan-2-yl)(methyl)carbamate